acetylasparaginate C(C)(=O)N[C@@H](CC(N)=O)C(=O)[O-]